methyl 5-[6-methoxy-5-[(5-methyl-3-phenyl-isoxazole-4-carbonyl)amino]-2-pyridyl]pyrimidine-2-carboxylate COC1=C(C=CC(=N1)C=1C=NC(=NC1)C(=O)OC)NC(=O)C=1C(=NOC1C)C1=CC=CC=C1